n-eicosanoamide C(CCCCCCCCCCCCCCCCCCC)(=O)N